2-([1-[(2-chlorophenyl)methyl]-5-[3-(methoxymethyl)phenyl]-1H-pyrazol-3-yl]methoxy)-2-methylpropanoic acid ClC1=C(C=CC=C1)CN1N=C(C=C1C1=CC(=CC=C1)COC)COC(C(=O)O)(C)C